4-(2-acryloyl-2,6-diazaspiro[3.4]octan-6-yl)-6-(5-methyl-1H-indazol-4-yl)-2-(4-(4-methyl-4,7-diazaspiro[2.5]octan-7-yl)piperidin-1-yl)pyrimidine-5-carbonitrile C(C=C)(=O)N1CC2(C1)CN(CC2)C2=NC(=NC(=C2C#N)C2=C1C=NNC1=CC=C2C)N2CCC(CC2)N2CCN(C1(CC1)C2)C